3-(((6-(bis(2-hydroxyethyl)amino)-2-(bis(2-methoxyethyl)amino)-8-(4-methoxypiperidin-1-yl)pyrimido[5,4-d]pyrimidin-4-yl)amino)methyl)benzonitrile OCCN(C=1N=C(C=2N=C(N=C(C2N1)NCC=1C=C(C#N)C=CC1)N(CCOC)CCOC)N1CCC(CC1)OC)CCO